N-((1R,3R,5S)-8-(((1R,3S,5S)-3-((2-hydroxyethyl)amino)-8-azabicyclo[3.2.1]octan-8-yl)sulfonyl)-8-azabicyclo[3.2.1]octan-3-yl)-5-(oxetan-3-yl)isoxazole-3-carboxamide OCCNC1C[C@H]2CC[C@@H](C1)N2S(=O)(=O)N2[C@H]1CC(C[C@@H]2CC1)NC(=O)C1=NOC(=C1)C1COC1